COC1=C(CN(S(=O)(=O)C2=C(C=C(C=C2F)N2C[C@@](CCC2)(CCC2=CC(=CC=C2)C(F)(F)F)N(C)C)F)C2=NOC=C2)C=CC(=C1)OC (S)-N-(2,4-dimethoxybenzyl)-4-(3-(dimethylamino)-3-(3-(trifluoromethyl)phenethyl)piperidin-1-yl)-2,6-difluoro-N-(isoxazol-3-yl)benzenesulfonamide